C1(CCC2=CC=CC=C12)=S indanthione